dioctadecylmethylammonium tetrakis{4-(trifluoromethyl)phenyl}borate Tridodecyl-trithiophosphite C(CCCCCCCCCCC)SP(SCCCCCCCCCCCC)SCCCCCCCCCCCC.FC(C1=CC=C(C=C1)[B-](C1=CC=C(C=C1)C(F)(F)F)(C1=CC=C(C=C1)C(F)(F)F)C1=CC=C(C=C1)C(F)(F)F)(F)F.C(CCCCCCCCCCCCCCCCC)[NH+](C)CCCCCCCCCCCCCCCCCC